The molecule is an organic disodium salt having 2-(5-{2-tert-butyl-7-[ethyl(3-sulfonatopropyl)amino]chromenium-4-yl}penta-2,4-dien-1-ylidene)-3-(3-carboxypropyl)-3-methyl-1-(3-sulfonatopropyl)indoline-5-sulfonate as the counterion. It has a role as a fluorochrome. It contains a DY-732(2-). CC[N+](=C1C=CC2=C(C=C(OC2=C1)C(C)(C)C)/C=C/C=C/C=C/3\\C(C4=C(N3CCCS(=O)(=O)[O-])C=CC(=C4)S(=O)(=O)[O-])(C)CCCC(=O)O)CCCS(=O)(=O)[O-].[Na+].[Na+]